(7-trimethylsilyl-ethoxymethyl-4-(p-tolyl)-7H-pyrrolo[2,3-d]pyrimidin-6-yl)diphenylphosphine oxide C[Si](N1C(=CC2=C1N=C(N=C2C2=CC=C(C=C2)C)COCC)P(C2=CC=CC=C2)(C2=CC=CC=C2)=O)(C)C